F[Sn]F difluorotin